(6R)-2-(1-((tert-Butoxycarbonyl)amino)propan-2-yl)-5-(4-chloro-3-cyanobenzoyl)-6-methylPhenyl-4,5,6,7-tetrahydro-2H-pyrazolo[4,3-c]Pyridine-3-carboxylic acid ethyl ester C(C)OC(=O)C=1N(N=C2C1CNCC2)C2=C(C=CC(=C2C)C(C2=CC(=C(C=C2)Cl)C#N)=O)C(CNC(=O)OC(C)(C)C)C